Methyl 5-chloro-2-methyl-3-(1-(trifluoromethyl)-1H-pyrazol-4-yl)-2H-pyrazolo[4,3-b]pyridine-7-carboxylate ClC=1C=C(C=2C(N1)=C(N(N2)C)C=2C=NN(C2)C(F)(F)F)C(=O)OC